3-[(5S)-3-Chloro-4,5-dihydroisoxazol-5-yl]-N-methyl-4-[[5-(trifluoromethyl)-2-pyridyl]amino]benzenesulfonamide ClC1=NO[C@@H](C1)C=1C=C(C=CC1NC1=NC=C(C=C1)C(F)(F)F)S(=O)(=O)NC